Tert-butyl (6-bromopyridin-3-yl)(3-chloropropyl)carbamate BrC1=CC=C(C=N1)N(C(OC(C)(C)C)=O)CCCCl